CSSSCC=C(C)C methylprenyl trisulfide